Tert-butyl (1S,2R)-2-(2-(benzyloxy)ethyl)cyclopropanecarboxylate C(C1=CC=CC=C1)OCC[C@@H]1[C@H](C1)C(=O)OC(C)(C)C